3,9-dibromo-6,6-diphenyl-6H-benzo[cd]pyrene BrC1=CC=C2C3=C1C=CC1=CC=C4C(=CC=C(C2(C2=CC=CC=C2)C2=CC=CC=C2)C4=C13)Br